benzyl (2,2-dimethyl-4,7,10-trioxo-3-oxa-5,8,11-triazatridecan-13-yl)carbamate CC(C)(OC(NCC(NCC(NCCNC(OCC1=CC=CC=C1)=O)=O)=O)=O)C